4-chloro-8-((8-methyl-3,8-diazabicyclo[3.2.1]octan-3-yl)methyl)-5-(2,2,2-trifluoroethyl)-5H-pyrido[4',3':4,5]pyrrolo[3,2-d]pyrimidine ClC=1C2=C(N=CN1)C1=C(N2CC(F)(F)F)C=NC(=C1)CN1CC2CCC(C1)N2C